S(=O)(=O)(OC1=CC=C(C=C1)\C=C/C1=CC(=CC(=C1)O)O)O [4-[(Z)-2-(3,5-dihydroxyphenyl)ethenyl]phenyl] hydrogen sulfate